6-Amino-8-bromo-1-hydroxy-2-naphthonitrile NC=1C=C2C=CC(=C(C2=C(C1)Br)O)C#N